FC1=C(C(=CC=C1)C)C1CCN(CC1)C1=CC=2C(=NC(=CN2)C)N(C1=O)CC1=NC=CC=C1C(F)(F)F 7-(4-(2-fluoro-6-methylphenyl)piperidin-1-yl)-3-methyl-5-((3-(trifluoromethyl)pyridin-2-yl)methyl)pyrido[2,3-b]pyrazin-6(5H)-one